1,5-diisocyanato-2,2-dimethyl-pentane N(=C=O)CC(CCCN=C=O)(C)C